CCCCCCCCCC n-decane